C(C=C)C1CC[C@](CN1)(O)C (3R)-6-allyl-3-methylpiperidin-3-ol